NC=1C(=NON1)C1=NC2=C(N1CCCCC(=O)NC=1C=C3C=CC=NC3=CC1)C=CC=C2 5-(2-(4-amino-1,2,5-oxadiazol-3-yl)-1H-benzo[d]imidazol-1-yl)-N-(quinolin-6-yl)pentanamide